C(C)N1CCC(CC1)N1CC2(CC2)CN(C1=O)CC1=CC=C(C=C1)OCC(C)C 5-(1-ethylpiperidin-4-yl)-7-(4-isobutoxybenzyl)-5,7-diazaspiro[2.5]octan-6-one